COC=1C=C(C=C(C1)OC)C1=CC=C2C(=NNC2=C1)NC1=CC=C(C=C1)N1CCN(CC1)CC 6-(3,5-dimethoxyphenyl)-N-(4-(4-ethylpiperazin-1-yl)phenyl)-1H-indazol-3-amine